2-benzenedimethanedithiol C=1(C(=CC=CC1)C(S)S)C(S)S